(6Ar,10aR)-9-methyl-6-methylidene-3-(5-phenylpentyl)-6a,7,8,10a-tetrahydrobenzo[c]chromen-1-ol CC1=C[C@@H]2[C@H](C(OC=3C=C(C=C(C23)O)CCCCCC2=CC=CC=C2)=C)CC1